N-acetylneuraminic acid pyruvate C(C(=O)C)(=O)O.C(C)(=O)N[C@@H]1[C@H](CC(C(O)=O)(O)O[C@H]1[C@H](O)[C@H](O)CO)O